C(C(O)C)(=O)[O-].[Ca+2].C(C(O)C)(=O)[O-] Calcium lactat